C(=C)C1=CC(=CC2=C1N=CS2)C(=O)O 4-vinylbenzo[d]thiazole-6-carboxylic acid